tert-butyl (3R)-3-[6-[2-cyano-3-[[ethyl(methyl)sulfamoyl]amino]-6-fluoro-phenoxy]-4-oxo-quinazolin-3-yl]-8-(2,2,2-trifluoroacetyl)-1,8-diazaspiro[4.5]decane-1-carboxylate C(#N)C1=C(OC=2C=C3C(N(C=NC3=CC2)[C@H]2CN(C3(C2)CCN(CC3)C(C(F)(F)F)=O)C(=O)OC(C)(C)C)=O)C(=CC=C1NS(N(C)CC)(=O)=O)F